3-(1-Methyl-7-(piperazin-1-yl)-1H-indazol-3-yl)piperidine-2,6-dione CN1N=C(C2=CC=CC(=C12)N1CCNCC1)C1C(NC(CC1)=O)=O